ClC1=CC2=C(C=CO2)C=C1 6-chloro-benzofuran